Kalium sulfat ethyl-acetate C(C)OC(C)=O.S(=O)(=O)([O-])[O-].[K+].[K+]